C1=CC=C2C(=C1)C=CC=N2 benzazine